6-(5,5-Dimethyl-5,6-dihydro-4H-pyrrolo[1,2-b]pyrazol-3-yl)quinoline-4-carboxylic acid CC1(CC=2N(N=CC2C=2C=C3C(=CC=NC3=CC2)C(=O)O)C1)C